C(C)(C)(C)OC(C[C@@H](C(=O)N[C@@H](CCC(=O)OC(C)(C)C)C(=O)OC)NC([C@H](CC1=CC2=CC=CC=C2C=C1)NC(=O)C=1NC2=CC=CC(=C2C1)Cl)=O)=O 5-(tert-Butyl) 1-methyl ((S)-4-(tert-butoxy)-2-((S)-2-(4-chloro-1H-indole-2-carboxamido)-3-(naphthalen-2-yl)propanamido)-4-oxobutanoyl)-L-glutamate